C(C)(C)(C)OC(=O)NCC(=O)N[C@H](C(=O)O)CCCNC(=N)N (2S)-2-(2-{[(tert-butoxy)carbonyl]amino}acetamido)-5-carbamimidamidopentanoic acid